C[C@@H]1CN(CCC1)CC1=CC2=C(C(N(C=C2C(F)(F)F)C2=CC(=CC=C2)C2(CCC2)C2=NN=CN2C)=O)N1 2-[[(3S)-3-methyl-1-piperidinyl]methyl]-6-[3-[1-(4-methyl-1,2,4-triazol-3-yl)cyclobutyl]phenyl]-4-(trifluoromethyl)-1H-pyrrolo[2,3-c]pyridin-7-one